(2S,6R)-4-(4-bromophenyl)-1,2,6-trisMethylpiperazine BrC1=CC=C(C=C1)N1C[C@@H](N([C@@H](C1)C)C)C